O=C1NC(CCC1N1CC2=CC=C(C(=C2C1=O)C)OC(N(C1=CC(=C(C=C1)C)Cl)C)=O)=O (2-(2,6-dioxopiperidin-3-yl)-4-methyl-3-oxoisoindolin-5-yl)methyl(3-chloro-4-methylphenyl)carbamate